ClC1=C(C=CC(=C1)Cl)S(=O)(=O)N1CC(C1)(COC1=CC=C(C=C1)C)CO (1-((2,4-Dichlorophenyl)sulfonyl)-3-((p-tolyloxy)methyl)azetidin-3-yl)methanol